FC1=C2C=C(NC2=CC=C1)C(=O)N[C@H](C(=O)N[C@@H](C[C@H]1C(NCC1)=O)C(CO)=O)CC(C)C (2S)-2-[(4-fluoro-1H-indol-2-yl)formamido]-N-[(2S)-4-hydroxy-3-oxo-1-[(3S)-2-oxopyrrolidin-3-yl]butan-2-yl]-4-methylpentanamide